N-(3-cyanophenyl)-7-oxo-6-phenyl-1-(1-methoxymethyl-1H-pyrazol-4-yl)-4,5,6,7-tetrahydro-1H-pyrazolo[3,4-c]pyridine-3-carboxamide C(#N)C=1C=C(C=CC1)NC(=O)C1=NN(C=2C(N(CCC21)C2=CC=CC=C2)=O)C=2C=NN(C2)COC